C(CCCCCCCCCCCCCCC)(=O)NCCCNCCCC palmitamidopropyl-butylamine